Ethyl (2S)-2-amino-3-(2,4-dichlorophenyl)propanoate hydrochloride Cl.N[C@H](C(=O)OCC)CC1=C(C=C(C=C1)Cl)Cl